C(C)(C)(C)OC(N[C@H]1CN(C[C@H](C1)C)C1=C2N=CC=NC2=C(C=C1)C(F)F)=O (3R,5S)-1-(8-(difluoromethyl)quinoxalin-5-yl)-5-methylpiperidin-3-ylcarbamic acid tert-butyl ester